4-[4-[(E)-3-(4-Butylphenyl)prop-2-enoyl]phenyl]butanoic acid C(CCC)C1=CC=C(C=C1)/C=C/C(=O)C1=CC=C(C=C1)CCCC(=O)O